O=S1(CCN(CC1)C1=NC(=NC(=C1OC)NC1=NNC2=CC(=CC=C12)[C@@H]1C[C@@]12C(NC1=CC=C(C=C21)OC)=O)C#N)=O 4-(1,1-dioxo-1lambda6-thiomorpholin-4-yl)-5-methoxy-6-({6-[(1R,2S)-5'-methoxy-2'-oxo-1'H-spiro[cyclopropane-1,3'-indol]-2-yl]-1H-indazol-3-yl}amino)pyrimidine-2-carbonitrile